CC1=CC(=C(C=C1)OP(=O)(OC2=C(C=C(C=C2)C)C)OC3=C(C=C(C=C3)C)C)C Trixylyl phosphate